2-chloro-4-(pyrrolidin-1-yl)thieno[3,2-d]pyrimidine ClC=1N=C(C2=C(N1)C=CS2)N2CCCC2